4-(7-bromo-2-hydroxynaphthalen-1-yl)-3-(pyridin-2-yl)-1H-isochromen-1-one BrC1=CC=C2C=CC(=C(C2=C1)C1=C(OC(C2=CC=CC=C12)=O)C1=NC=CC=C1)O